(5RS,7RS)-2-[(5-Chloropyridin-3-yl)methyl]-3-oxo-7-(trifluoromethyl)-2,3,5,6,7,8-hexahydro[1,2,4]triazolo[4,3-a]pyridin ClC=1C=C(C=NC1)CN1N=C2N(CC[C@H](C2)C(F)(F)F)C1=O |r|